3-Cyclopropyl-6-Methyl-1-{1-[6-(Trifluoromethyl)Pyridin-3-Yl]Propyl}-1H,4H,5H-Pyrazolo[3,4-d]Pyrimidin-4-One C1(CC1)C1=NN(C=2N=C(NC(C21)=O)C)C(CC)C=2C=NC(=CC2)C(F)(F)F